(2R,5S)-5-(aminomethyl)-2-[3-[3-(trifluoromethyl)-1H-pyrazol-4-yl]phenyl]-1,4-thiazepan-3-one NC[C@H]1NC([C@H](SCC1)C1=CC(=CC=C1)C=1C(=NNC1)C(F)(F)F)=O